FC(OC1=CC=C(C=C1)N1C2=C(C=C(C1=O)C=1C=CC3=C(CCO3)C1)SC(=N2)OCC)F 4-(4-(difluoromethoxy)phenyl)-6-(2,3-dihydrobenzofuran-5-yl)-2-ethoxythiazolo[4,5-b]Pyridin-5(4H)-one